N1N=CC(=C1)C(=O)N1CCC(CC1)OC=1C=CC=C2C(=NN(C12)C)C1C(NC(CC1)=O)=O 3-(7-((1-(1H-Pyrazole-4-carbonyl)piperidin-4-yl)oxy)-1-methyl-1H-indazol-3-yl)-piperidine-2,6-dione